tert-butyl (6-(1-(pyridin-2-yl)cyclopropane-1-carbonyl)pyridin-3-yl)carbamate N1=C(C=CC=C1)C1(CC1)C(=O)C1=CC=C(C=N1)NC(OC(C)(C)C)=O